[Cl-].C[N+](CC=C)(CC=C)C Dimethyldi-allylammonium chlorid